C(N)(=N)C=1C=C(SC1)[C@@H](C)NC(=O)[C@H]1N(C[C@@H](C1)OC(F)F)C(CNC(C1=CC=C(C=C1)OC1=CC=C(C=C1)C#N)=O)=O (2S,4R)-N-((R)-1-(4-carbamimidoylthiophen-2-yl)ethyl)-1-((4-(4-cyanophenoxy)benzoyl)glycyl)-4-(difluoromethoxy)pyrrolidine-2-carboxamide